ethyl 2-[2-[(6-chloro-1H-indol-3-yl)sulfonylamino]-4,6-dimethoxy-pyrimidin-5-yl]oxy-2,2-difluoro-acetate ClC1=CC=C2C(=CNC2=C1)S(=O)(=O)NC1=NC(=C(C(=N1)OC)OC(C(=O)OCC)(F)F)OC